N1=CC=CC2=C(C=CC=C12)C=1C=C(N)C=CC1 3-(quinolin-5-yl)aniline